FC=1C=C(C=CC1F)NS(=O)(=O)C1=NC=CC(=C1)NC(=O)C=1C=CC=C2C=CC(OC12)=O N-(2-(N-(3,4-difluorophenyl)amino-sulfonyl)-pyridin-4-yl)-2-oxo-2H-chromene-8-amide